3-acetyl-2-(4,4-dimethyl-1-piperidinyl)-6-methyl-chromen-4-one C(C)(=O)C1=C(OC2=CC=C(C=C2C1=O)C)N1CCC(CC1)(C)C